difluorophosphoric acid monoethyl ester C(C)OP(=O)(F)F